N1=C(N=CC=C1)C1=CSC=C1 3-(2-pyrimidinyl)thiophene